1(2H)-naphthol C1(CC=CC2=CC=CC=C12)O